7-fluoro-N-[3-methyl-4-(1-methylbenzotriazol-5-yl)oxy-phenyl]-6-piperazin-1-yl-pyrido[3,2-d]pyrimidin-4-amine FC1=CC=2N=CN=C(C2N=C1N1CCNCC1)NC1=CC(=C(C=C1)OC1=CC2=C(N(N=N2)C)C=C1)C